(R and S)-2-(1-cyclopropyl-2-hydroxy-2-methylpropyl)-7-(2,6-dimethylpyridin-4-yl)isoindolin-1-one C1(CC1)[C@H](C(C)(C)O)N1C(C2=C(C=CC=C2C1)C1=CC(=NC(=C1)C)C)=O |r|